C(=C)C=1OC2=C(N1)C=CC=C2 2-vinyl-benzo[d]oxazole